[C@H]1([C@H]([C@@H]([C@H]([C@H]([C@H]1OP(=O)(O)O)O)OP(=O)(O)O)OP(=O)(O)O)O)O The molecule is a myo-inositol trisphosphate. It has a role as a mouse metabolite. It derives from a myo-inositol. It is a conjugate acid of a 1D-myo-inositol 1,3,4-trisphosphate(6-).